1-(1-(3-(2-((tert-Butyldimethylsilyl)oxy)ethoxy)phenyl)ethyl)-N3-methyl-N5-((1S,2S)-2-methylcyclopropyl)-1H-pyrazole-3,5-dicarboxamide [Si](C)(C)(C(C)(C)C)OCCOC=1C=C(C=CC1)C(C)N1N=C(C=C1C(=O)N[C@@H]1[C@H](C1)C)C(=O)NC